BrC1=CC(=C(CNC2=NNC3=NC=C(C=C32)C)C=C1)F N-(4-Bromo-2-fluorobenzyl)-5-methyl-1H-pyrazolo[3,4-b]pyridin-3-amine